N1=CN=C(C2=C1SC1=C2CCC1)N1CCN(CC1)CC=1C=C2C(N(C(C2=CC1)=O)C1C(NC(CC1)=O)=O)=O 5-((4-(6,7-dihydro-5H-cyclopenta[4,5]thieno[2,3-d]pyrimidin-4-yl)piperazin-1-yl)methyl)-2-(2,6-dioxopiperidin-3-yl)isoindoline-1,3-dione